tert-butyl (4-hydroxy-4-(hydroxymethyl)cyclohexyl)carbamate OC1(CCC(CC1)NC(OC(C)(C)C)=O)CO